ClC1=CC=C(C=C1)C=1C(CCN(N1)C(=O)NS(=O)(=O)N1CC(CCC1)(F)F)C1=CC=CC=C1 6-(4-chlorophenyl)-N-[(3,3-difluoro-1-piperidinyl)sulfonyl]-5-phenyl-4,5-dihydro-3H-pyridazine-2-carboxamide